C(CSSCC(=O)OC)(=O)OC dimethyl 2,2'-dithiodiacetate